C(CCC)N(CCCC)CCC1=CNC2=CC=CC=C12 N-butyl-N-[2-(1H-indol-3-yl)ethyl]butan-1-amine